N[C@H]1CN(CC1)C([C@@H](C)NC(C1=C(C=C(C=C1)NC=1C=2N(C=CN1)C(=CN2)C=2C(=NN(C2)CC#N)C(F)(F)F)CC)=O)=O N-[(1R)-2-[(3R)-3-aminopyrrolidin-1-yl]-1-methyl-2-oxo-ethyl]-4-[[3-[1-(cyanomethyl)-3-(trifluoromethyl)pyrazol-4-yl]imidazo[1,2-a]pyrazin-8-yl]amino]-2-ethyl-benzamide